COC(=O)C1CC(N(CC1)C1=NC=C(C=C1)C1=C2C=CC=NC2=CC(=N1)C=1C=NN(C1)C)NC(=O)OC(C)(C)C ((tert-butoxycarbonyl)amino)-1-(5-(7-(1-methyl-1H-pyrazol-4-yl)-1,6-naphthyridin-5-yl)pyridin-2-yl)piperidine-4-carboxylic acid methyl ester